1-(4-(methylthio)phenyl)-1H-benzo[d]imidazole CSC1=CC=C(C=C1)N1C=NC2=C1C=CC=C2